(R)-N4-(3-(methylsulfonyl)pyridin-2-yl)-N6-(5-(2,2,2-trifluoro-1-(2-oxa-6-azaspiro[3.3]heptan-6-yl)ethyl)pyridin-2-yl)pyrimidine-4,6-diamine CS(=O)(=O)C=1C(=NC=CC1)NC1=NC=NC(=C1)NC1=NC=C(C=C1)[C@H](C(F)(F)F)N1CC2(COC2)C1